7-(Dibenzo[b,d]thiophen-3-yl)-1-(2-morpholinoethyl)-3,4-dihydroquinolin-2(1H)-one C1=CC(=CC=2SC3=C(C21)C=CC=C3)C3=CC=C2CCC(N(C2=C3)CCN3CCOCC3)=O